FC=1C=C(C=CC1F)N1C(OCC[C@H]1C1=NC2=C(N1[C@@H]1CC[C@H](CC1)OC)C=CC(=C2)C=2C(=NOC2C)C)=O (S)-3-(3,4-difluorophenyl)-4-(5-(3,5-dimethylisoxazol-4-yl)-1-((trans)-4-methoxycyclohexyl)-1H-benzo[d]imidazol-2-yl)-1,3-oxazinan-2-one